FC1=CC2=C([C@H](C[C@@H](O2)C(=O)NC23CC(C2)(C3)N3N=CC(=C3)OCCOC(F)(F)F)O)C=C1C(F)(F)F (2R,4S)-7-fluoro-4-hydroxy-N-(3-{4-[2-(trifluoromethoxy)ethoxy]-1H-pyrazol-1-yl}bicyclo[1.1.1]pentan-1-yl)-6-(trifluoromethyl)-3,4-dihydro-2H-1-benzopyran-2-carboxamide